The molecule is a sulfur-containing amino acid consisting of 2-aminodecanoic acid having a methylthio substituent at the 10-position. It is a sulfur-containing amino acid, a non-proteinogenic alpha-amino acid and a methyl sulfide. It is a tautomer of a hexahomomethionine zwitterion. CSCCCCCCCCC(C(=O)O)N